CN1C(=NC2=C(C=C(C=C2C1=O)C)[C@@H](C)N[S@](=O)C(C)(C)C)C1(CCCC1)C (R)-N-((R)-1-(3,6-dimethyl-2-(1-methylcyclopentyl)-4-oxo-3,4-dihydroquinazolin-8-yl)ethyl)-2-methylpropane-2-sulfinamide